COC1=CC=C(C=N1)[C@@H](CC(=O)O)N1N=CC2=CC(=CC=C12)OCCC1=NC=2NCCCC2C=C1 (R)-3-(6-Methoxypyridin-3-yl)-3-(5-(2-(5,6,7,8-tetrahydro-1,8-naphthyridin-2-yl)ethoxy)-1H-indazol-1-yl)propanoic acid